acridine benzindole salt N1C=CC2=CC=C3C(=C12)C=CC=C3.C3=CC=CC1=NC2=CC=CC=C2C=C31